CN(C1=NC=CC(=C1)C1=NC(=C(C(=N1)F)C(F)(F)F)OC)C 2-(2-dimethylamino-4-pyridyl)-4-fluoro-6-methoxy-5-trifluoromethylpyrimidine